FC=1C=C(C=CC1)N1C=NC(=C1)CC=1OC=C(N1)C(=O)OCC ethyl 2-((1-(3-fluorophenyl)-1H-imidazol-4-yl)methyl)oxazole-4-carboxylate